2-(((tert-Butoxycarbonyl)amino)methyl)-5-methylbenzofuran-7-carboxylic acid C(C)(C)(C)OC(=O)NCC=1OC2=C(C1)C=C(C=C2C(=O)O)C